N-(1-methylpiperidin-4-yl)-4-(pyrazin-2-yl)-3,4-dihydroquinoxaline-1(2H)-carboxamide fumarate C(\C=C\C(=O)O)(=O)O.CN1CCC(CC1)NC(=O)N1CCN(C2=CC=CC=C12)C1=NC=CN=C1